ClC1=C(C=C(C(=C1)OC1=CC=NC2=CC(=C(C=C12)C)I)F)N(C(=O)C1(CC1)C(=O)N)C1=CC=C(C=C1)F N-(2-Chloro-5-fluoro-4-((7-iodo-6-methylquinolin-4-yl)oxy)phenyl)-N-(4-fluorophenyl)cyclopropane-1,1-dicarboxamide